1-Hexyl-3-ethylpyrrolium methansulfonat CS(=O)(=O)[O-].C(CCCCC)[NH+]1C=C(C=C1)CC